tert-butyl 4-[5-methyl-1-[4-(trifluoromethyl)cyclohexyl]pyrazol-3-yl]piperazine-1-carboxylate CC1=CC(=NN1C1CCC(CC1)C(F)(F)F)N1CCN(CC1)C(=O)OC(C)(C)C